S1C(=CC=C1)CCCCCCCC(=O)O thiol-caprylic acid